N-(2-((1r,4r)-4-(hydroxymethyl)cyclohexyl)-6-methoxy-2H-indazol-5-yl)-6-(1-methyl-1H-pyrazol-4-yl)picolinamide OCC1CCC(CC1)N1N=C2C=C(C(=CC2=C1)NC(C1=NC(=CC=C1)C=1C=NN(C1)C)=O)OC